ClC=1C2=CN(N=C2C=CC1C1=CNC=2N=C(N(C(C21)=O)C)N2C[C@H]1CN[C@@H](C2)C1)CC 5-(4-Chloro-2-ethyl-2H-indazol-5-yl)-2-{(1R,5R)-3,6-diazabicyclo[3.2.1]oct-3-yl}-3-methyl-3H,4H,7H-pyrrolo[2,3-d]pyrimidin-4-one